(chloromethyl)pyridine-3-carboxylate ClCOC(=O)C=1C=NC=CC1